C(=O)(OC(C)(C)C)NC1=C(C(=O)O)C=CC=C1 2-(Boc-amino)benzoic acid